C(C1=CC=CC=C1)(=O)C1(C2=NC=NC2=NC=N1)N 6-benzoyladenine